bis(acetonitrile) trimethyl-silicate phosphite P(O)(O)O.CO[Si](OC)(OC)O.C(C)#N.C(C)#N